C(C(=O)O)(=O)O.C1=CC=CC=2C(C3=C(CCC21)C=CC=C3)=CCCN3CC(C3)F 1-[3-(10,11-Dihydro-dibenzo[a,d]cyclohepten-5-ylidene)-propyl]-3-fluoro-azetidine, oxalate salt